1-(2,5-dichloro-6-methylpyrimidin-4-yl)-N-(2-(imidazo[1,2-a]pyridin-3-yl)propan-2-yl)azetidine-3-carboxamide ClC1=NC(=C(C(=N1)N1CC(C1)C(=O)NC(C)(C)C1=CN=C2N1C=CC=C2)Cl)C